FC1=CC=C(OCSCC2=CNC(O2)=S)C=C1 5-[(4-Fluorophenoxymethylthio)methyl]oxazole-2(3H)-thione